ClC=1C=C(C=CC1)C(=O)N1C2=C(C=3N=C4N(C=CN=C4)C31)C=NC=C2 (3-chlorophenyl)(5H-pyrido[3'',4'':4',5']pyrrolo[3',2':4,5]imidazo[1,2-a]pyrazin-5-yl)methanone